C(C)(C)N1N=CC2=CC=CC=C12 1-isopropylindazol